1-Butyl-3-ethylpiperidinium cyanid [C-]#N.C(CCC)[NH+]1CC(CCC1)CC